1-benzylphospholane 1-oxide C(C1=CC=CC=C1)P1(CCCC1)=O